methyl α-isocyanoacetate [N+](#[C-])CC(=O)OC